C(C1=CC=CC=C1)N1N=NC(=C1)C=C1CN(CC(C1=O)=CC=1N=NN(C1)CC1=CC=CC=C1)S(=O)(=O)C1=CC=C(C=C1)F 3,5-bis((1-benzyl-1H-1,2,3-triazol-4-yl)methylene)-1-((4-fluorophenyl)sulfonyl)piperidin-4-one